O(C=1C=C(C=CC1)C=1N(C=CN1)C1=C(C=C(C=C1C(C)C)C1=CC=CC=C1)C(C)C)C=1C=C(C=CC1)C=1N(C=CN1)C1=C(C=C(C=C1C(C)C)C1=CC=CC=C1)C(C)C 2'-(oxybis(3,1-phenylene))bis(1-(3,5-diisopropyl-[1,1'-biphenyl]-4-yl)-1H-imidazole)